ClCC(CC1(N(CCC1=C)C(=O)OCCC(C)(C)C)C(=O)[O-])O 1-(tert-butyl)2-ethyl 2-(3-chloro-2-hydroxypropyl)-3-methylenepyrrolidine-1,2-dicarboxylate